C(C(C)C)OC=1C=CC=C(C#N)C1 5-isobutoxybenzonitrile